(S)-3-(1-(5-(4-phenyl-3,4-dihydro-1H-benzo[4,5]imidazo[2,1-c][1,4]oxazin-7-yl)pyrimidin-2-yl)piperidin-4-yl)propionic acid C1(=CC=CC=C1)[C@@H]1N2C(COC1)=NC1=C2C=C(C=C1)C=1C=NC(=NC1)N1CCC(CC1)CCC(=O)O